ClC(OC1=CC=C(C=C1)NC(=O)C=1C=C(C2=C(N=C3COC[C@H](N32)C)C1)C=1C=CC=3CC2=C(N=CS2)C3C1)(F)F (R)-N-(4-(chlorodifluoromethoxy)phenyl)-6-(8H-indeno[1,2-d]thiazol-5-yl)-4-methyl-3,4-dihydro-1H-benzo[4,5]imidazo[2,1-c][1,4]oxazine-8-carboxamide